C1[C@H]([C@@H]([C@H]([C@@H]([C@H]1N)O[C@@H]2[C@@H]([C@H]([C@@H]([C@H](O2)CN)O)O)N)O[C@H]3[C@@H]([C@@H]([C@H](O3)CO)O[C@@H]4[C@@H]([C@H]([C@@H]([C@@H](O4)CN)O)O)N)O)O)N.OS(=O)(=O)O The molecule is the aminoglycoside sulfate salt that is the sulfate salt of neomycin B; a component of neomycin sulfate. It contains a framycetin.